methyl (E)-4-[methyl-[2-[2-[2-[2-[2-[2-[2-[2-[2-(p-tolylsulfonyloxy)ethoxy]ethoxy]ethoxy]ethoxy]ethoxy]ethoxy]ethoxy]ethoxy]ethyl]amino]but-2-enoate CN(C/C=C/C(=O)OC)CCOCCOCCOCCOCCOCCOCCOCCOCCOS(=O)(=O)C1=CC=C(C=C1)C